Cl.CN(CCN(C1=C(C=C(C(=C1)OC)NC1=NC=CC(=N1)N1C(N(C2=C1C=CC(=C2)F)C)=O)NC(C=C)=O)C)C N-(2-((2-(dimethylamino)ethyl)(methyl)amino)-5-(4-(5-fluoro-3-methyl-2-oxo-2,3-dihydrobenzo[d]imidazol-1-yl)pyrimidin-2-ylamino)-4-methoxyphenyl)acrylamide hydrochloride